2-(4-tert-butyl-2-nitro-phenyl)acetic acid C(C)(C)(C)C1=CC(=C(C=C1)CC(=O)O)[N+](=O)[O-]